CO[Si](CCC1CCC(CC1)C(F)(F)F)(OC)OC tri-methoxy(2-(4-(trifluoromethyl)cyclohexyl)ethyl)silane